IC=1C=CC2=C(C(=NO2)C2C(NC(CC2)=O)=O)C1 3-(5-iodobenzo[d]isoxazol-3-yl)piperidine-2,6-dione